C(=O)O.NCC1CCN(CC1)C(=O)C1=C(C=C(NC=2C=3N(C=CN2)C(=CN3)C3=C(C(=C(OCC2C(C2)C#N)C=C3)F)F)C=C1)C 2-[[4-[8-[4-[4-(aminomethyl)piperidine-1-carbonyl]-3-methyl-anilino]imidazo[1,2-a]pyrazin-3-yl]-2,3-difluoro-phenoxy]methyl]cyclopropanecarbonitrile formate